acetate (vinyl acetate) C(=C)CC(=O)O.C(C)(=O)O